(R)-N-(1-methyl-3-(1-(tetrahydrofuran-3-yl)-1H-pyrazol-4-yl)-1H-pyrazolo[3,4-c]pyridin-5-yl)cyclopropanecarboxamide CN1N=C(C=2C1=CN=C(C2)NC(=O)C2CC2)C=2C=NN(C2)[C@H]2COCC2